N1=CC(=CC=C1)C(C)(C)O 2-(3-pyridinyl)propan-2-ol